C(CC)OC1=C(C=CC=2NC(=NC21)C=2C1=C(C=NC2OC)C(=C(N1)C(C)C)C#N)C1CCN(CC1)C 7-(4-propoxy-5-(1-methylpiperidin-4-yl)-1H-benzo[d]imidazol-2-yl)-6-methoxy-2-isopropyl-1H-pyrrolo[3,2-c]pyridine-3-carbonitrile